COC=1C=C(C=CC1OCCCN1CCCCC1)NC1=NC=CC(=N1)NC=1C=C2C=NNC2=NC1 2-[3-methoxy-4-(3-piperidinopropoxy)phenylamino]-4-(1H-1,2,7-triazainden-5-ylamino)pyrimidine